2-((1R,5S,6R)-3-(7,7-difluoro-2-((S)-2-methylazetidin-1-yl)-6,7-dihydro-5H-cyclopenta[d]pyrimidin-4-yl)-3-azabicyclo[3.1.0]hexan-6-yl)-1-(piperazin-1-yl)ethan-1-one FC1(CCC2=C1N=C(N=C2N2C[C@@H]1C([C@@H]1C2)CC(=O)N2CCNCC2)N2[C@H](CC2)C)F